3-[1-(2-aminoacetyl)-3-piperidyl]-1-sulfamoyl-pyrrole-2-carboxylic acid NCC(=O)N1CC(CCC1)C1=C(N(C=C1)S(N)(=O)=O)C(=O)O